C(C)OC1=CC=C(C=C1)C(=O)C1=C(C=CC(=C1)Br)Cl (5-bromo-2-chlorophenyl) (4-ethoxyphenyl) ketone